(R)-1,2,3,4-tetrahydroisoquinoline-1-carboxylic acid [C@H]1(NCCC2=CC=CC=C12)C(=O)O